C=C\C=C\C (E)-penta-1,3-diene